N-(3-methyl-4-((1-methyl-1H-benzo[d]imidazol-5-yl)oxy)phenyl)-6-(piperidin-3-yl)pyrido[3,2-d]pyrimidin-4-amine CC=1C=C(C=CC1OC1=CC2=C(N(C=N2)C)C=C1)NC=1C2=C(N=CN1)C=CC(=N2)C2CNCCC2